(3-(4-chloro-6-(3-(triphenylsilyl)phenyl)-1,3,5-triazin-2-yl)phenyl-2,4,5,6-d4)-9H-carbazole-1,2,3,4,5,6,7,8-d8 ClC1=NC(=NC(=N1)C1=CC(=CC=C1)[Si](C1=CC=CC=C1)(C1=CC=CC=C1)C1=CC=CC=C1)C=1C(=C(C(=C(C1[2H])[2H])[2H])N1C2=C(C(=C(C(=C2C=2C(=C(C(=C(C12)[2H])[2H])[2H])[2H])[2H])[2H])[2H])[2H])[2H]